(S)-5-(Hydroxymethyl)-4,5-dimethyl-2-(((6-((2-(pyrrolidin-1-yl)-6-(trifluoromethyl)pyridin-3-yl)oxy)pyridin-3-yl)methyl)amino)-4,5,9,10-tetrahydro-6H,8H-pyrido[3,2,1-de]pteridin-6-one OC[C@]1(C(N2C3=C(N=C(N=C3N1C)NCC=1C=NC(=CC1)OC=1C(=NC(=CC1)C(F)(F)F)N1CCCC1)CCC2)=O)C